C(=CCC)[Pd]Cl butenylpalladium chloride